C1(CC1)NC(C([C@H](C[C@H]1C(NCC1)=O)NC([C@H](CC(C)C)NC(=O)C1(C2=CC=CC=C2C=2C=CC=CC12)O)=O)=O)=O N-((S)-1-(((S)-4-(cyclopropylamino)-3,4-dioxo-1-((S)-2-oxopyrrolidin-3-yl)butan-2-yl)amino)-4-methyl-1-oxopentan-2-yl)-9-hydroxy-9H-fluorene-9-carboxamide